methyl 3-(3-fluoro-4-methoxyphenyl)-3-oxopropanoate FC=1C=C(C=CC1OC)C(CC(=O)OC)=O